silver-lanthanum oxide [O-2].[La+3].[Ag+].[O-2]